1-cyclopropyl-4-methyl-5-(tributylstannyl)-1H-1,2,3-triazole C1(CC1)N1N=NC(=C1[Sn](CCCC)(CCCC)CCCC)C